C12CN(CC(CC1)N2)C2=NC(=NC1=C(C(=C(C=C21)Cl)C2=CC=C(C=1SC(=C(C12)C#N)N)F)F)O[C@H](CN1CCC(CC1)F)C 4-(4-(3,8-diazabicyclo[3.2.1]octan-3-yl)-6-chloro-8-fluoro-2-(((S)-1-(4-fluoropiperidin-1-yl)propan-2-yl)oxy)quinazolin-7-yl)-2-amino-7-fluorobenzo[b]thiophene-3-carbonitrile